NC1=C2C(=NC=N1)N(N=C2C2=NOC(=C2C2=NC=C(C=N2)C2CN(C2)C(CCC2CCC(CC2)CO)=O)C2CC2)C(C)(C)C 1-[3-[2-[3-(4-amino-1-tert-butyl-pyrazolo[3,4-d]pyrimidin-3-yl)-5-cyclopropyl-isoxazol-4-yl]pyrimidin-5-yl]azetidin-1-yl]-3-[4-(hydroxymethyl)cyclohexyl]propan-1-one